Cl.CC1(CCC1)C(=O)N1CCNCC1 (1-methylcyclobutyl)(piperazin-1-yl)methanone HCl salt